C1(=CC=CC=C1)S(=O)(=O)N1C=CC=2C1=NC=CC2C2=CC=C(C=C2)NC(=O)[C@@H](CCC(F)(F)F)NC(OC(C)(C)C)=O tert-butyl N-[(1R)-1-[[4-[1-(benzenesulfonyl)pyrrolo[2,3-b]pyridin-4-yl]phenyl]carbamoyl]-4,4,4-trifluoro-butyl]carbamate